C(C)NC(=O)C=1C(=CC2=C(OC[C@@H](N2)C)N1)CC1=CC=C(C=C1)F (S)-N-ethyl-7-(4-fluorobenzyl)-2-methyl-2,3-dihydro-1H-pyrido[2,3-b][1,4]oxazine-6-carboxamide